O=C1NC(CCC1C1=NN(C2=CC(=CC=C12)N1CCC(CC1)C=O)C)=O 1-[3-(2,6-dioxo-3-piperidyl)-1-methyl-indazol-6-yl]piperidine-4-carbaldehyde